(R)-N-(3-(2-aminopropanamido)propyl)-4-((3-(1-(2,2-difluoroethyl)-3-(trifluoromethyl)-1H-pyrazol-4-yl)imidazo[1,2-a]pyrazin-8-yl)amino)-2-ethylbenzamide formate C(=O)O.N[C@@H](C(=O)NCCCNC(C1=C(C=C(C=C1)NC=1C=2N(C=CN1)C(=CN2)C=2C(=NN(C2)CC(F)F)C(F)(F)F)CC)=O)C